2-[1-[6-Fluoro-2-(1H-indol-2-yl)-4-oxo-chromen-8-yl]ethylamino]-N-methylsulfonyl-benzamide FC=1C=C2C(C=C(OC2=C(C1)C(C)NC1=C(C(=O)NS(=O)(=O)C)C=CC=C1)C=1NC2=CC=CC=C2C1)=O